(7aS)-hexahydropyrrolo[3,4-b]pyrrole N1C=2C(CC1)CNC2